copper 5-bromo-4-methoxysalicylaldehyde BrC1=C(C=C(C(C=O)=C1)O)OC.[Cu]